NC=1C2=C(N=C(N1)Cl)N(N=N2)[C@H]2[C@@H]([C@@H]([C@H](O2)COP(=O)(O)CP(O)(O)=O)O)O (((((2R,3S,4R,5R)-5-(7-amino-5-chloro-3H-[1,2,3]triazolo[4,5-d]pyrimidin-3-yl)-3,4-dihydroxytetrahydrofuran-2-yl)methoxy)(hydroxy)phosphoryl)methyl)phosphonic acid